C(#N)C=1C=C(C=CC1)C=1SC=C(N1)C(=O)O 2-(3-cyanophenyl)thiazole-4-carboxylic acid